COC=1C=C(C=C(C1)OC)C(C)(C(CCCCC)(O)C(C)C)C 2-(3,5-dimethoxyphenyl)-3-isopropyl-2-methyloctan-3-ol